C(C)(C)(C)C1N(CC1(NC=1OC(=NN1)C1CC2(C1)CCC2)C)C(=O)OC2CCC(CC2)NC=2N=CC1=C(N2)C(=CN=C1N)Cl (1R,4R)-4-((5-amino-8-chloropyrido[4,3-d]pyrimidin-2-yl)amino)cyclohexane-1-ol tert-butyl-3-methyl-3-((5-(spiro[3.3]heptan-2-yl)-1,3,4-oxadiazol-2-yl)amino)azetidine-1-carboxylate